C(C1=CC=CC=C1)OC=1C=C2CCN3[C@@H](C2=CC1OC)C[C@H]([C@@H](C3)CC(C)(C)C)O (2R,3R,11bR)-9-(benzyloxy)-3-(2,2-dimethylpropyl)-10-methoxy-1H,2H,3H,4H,6H,7H,11bH-pyrido[2,1-a]isoquinolin-2-ol